(2S)-7-fluoro-2-methyl-6-(4-methylpiperazin-1-yl)-10-oxo-4-oxa-1-azatricyclo[7.3.1.05,13]Tridec-5(13),6,8,11-tetraene-11-carboxylic acid FC1=C(C=2OC[C@@H](N3C=C(C(C(=C1)C32)=O)C(=O)O)C)N3CCN(CC3)C